(2s,4S)-N-((1s,3S)-3-(3-Cyclopropylphenyl)cyclobutyl)-N-methyl-6-oxo-7-oxa-5-azaspiro[3.4]octane-2-carboxamide C1(CC1)C=1C=C(C=CC1)C1CC(C1)N(C(=O)C1CC2(C1)NC(OC2)=O)C